(2R,4R)-1-(2,3-difluoro-benzyl)-4-((3-fluoro-4-methyl-6-((5-methyl-1H-pyrazol-3-yl)-amino)pyridin-2-yl)methyl)-2-methylpiperidine-4-carboxylic acid FC1=C(CN2[C@@H](C[C@@](CC2)(C(=O)O)CC2=NC(=CC(=C2F)C)NC2=NNC(=C2)C)C)C=CC=C1F